FC1=C(C=CC=C1F)C#CC=1C(=C(C(=CC1)O)N1CC(NS1(=O)=O)=O)F 5-(3-((2,3-difluorophenyl)ethynyl)-2-fluoro-6-hydroxyphenyl)-1,2,5-thiadiazolidin-3-one 1,1-dioxide